CC(=CCC/C(=C/C1OCC(O1)CO)/C)C CITRAL GLYCERYL ACETAL